2,2-bis(methoxymethyl)propane-1,3-diol COCC(CO)(CO)COC